ClC1=CC=C(C=N1)CN1\C(\C=CC=C1)=C\C(C(F)(F)F)=O (3E)-3-[1-[(6-chloro-3-pyridyl)methyl]-2-pyridylidene]-1,1,1-trifluoropropane-2-on